Tert-Butyl trans-3-(3-(methylcarbamoyl)-1H-pyrazol-1-yl)-4-(4-(trifluoromethyl)benzyloxy)pyrrolidine-1-carboxylate CNC(=O)C1=NN(C=C1)[C@@H]1CN(C[C@H]1OCC1=CC=C(C=C1)C(F)(F)F)C(=O)OC(C)(C)C